Cl.Cl.C1N(CC12CNCCC2)C=2SC1=C(N=NC(=C1)C1=C(C=C(C=C1)C=1C=NNC1)O)N2 2-[6-(2,6-diazaspiro[3.5]non-2-yl)[1,3]thiazolo[4,5-c]pyridazin-3-yl]-5-(1H-pyrazol-4-yl)phenol dihydrochloride